C(C#C)OS(=O)(=O)CCS(=O)(=O)C 2-(methanesulfonyl)ethanesulfonic acid 2-propynyl ester